(6R,7aS)-7a-(((tert-Butyldiphenylsilyl)oxy)methyl)-1,6-difluorohexahydro-1H-pyrrolizine [Si](C1=CC=CC=C1)(C1=CC=CC=C1)(C(C)(C)C)OC[C@@]12C[C@H](CN2CCC1F)F